C1(CC1)C1=C(C(=C2C(=N1)CCC2)NC(=O)N=[S@@](=O)(N)C2=NN(C=C2F)C(F)F)C2CC2 (S)-N'-((2,3-dicyclopropyl-6,7-dihydro-5H-cyclopenta[b]pyridin-4-yl)carbamoyl)-1-(difluoromethyl)-4-fluoro-1H-pyrazole-3-sulfonimidamide